CN1N=CC(=N1)S(=O)(=O)OCC1C2CN(CC12C=1C=C2C=NN(C2=CC1C)C1=CC=C(C=C1)F)S(=O)(=O)C1=NN(N=C1)C (1-(1-(4-fluorophenyl)-6-methyl-1H-indazol-5-yl)-3-((2-methyl-2H-1,2,3-triazol-4-yl)sulfonyl)-3-azabicyclo[3.1.0]hexan-6-yl)methyl 2-methyl-2H-1,2,3-triazole-4-sulfonate